C(#N)C1(CC1)NC(=O)[C@H]1N(C[C@@H](C1)S(=O)(=O)C1=C(C=C(C=C1)C1=C(C=CC=C1)OC(F)(F)F)C)C(=O)C1(CC1)C(F)(F)F (2S,4R)-N-(1-cyanocyclopropyl)-4-(3-methyl-2'-(trifluoromethoxy)biphenyl-4-ylsulfonyl)-1-(1-(trifluoromethyl)cyclopropanecarbonyl)pyrrolidine-2-carboxamide